5-(4-fluorophenyl)-4,6-dihydroxy-2-methylpyridine-3-carboxamide FC1=CC=C(C=C1)C=1C(=C(C(=NC1O)C)C(=O)N)O